(1R,3S)-1-(4-fluorophenyl)-5-iodo-6,7,8-trimethoxy-3-methylisochroman FC1=CC=C(C=C1)[C@H]1O[C@H](CC2=C(C(=C(C(=C12)OC)OC)OC)I)C